4-((2S,4R)-4-(methoxycarbonyl)-2-(trifluoromethyl)piperidin-1-yl)butanoic acid COC(=O)[C@H]1C[C@H](N(CC1)CCCC(=O)O)C(F)(F)F